ONC(/C=C/C1=C(C=CC=C1)N1CCC(CC1)NC(OC(C)(C)C)=O)=O tert-butyl (E)-(1-(2-(3-(hydroxyamino)-3-oxoprop-1-en-1-yl)phenyl)piperidin-4-yl)carbamate